benzyl N-[3-(5,5-dimethylpyrrolidin-3-yl)-1-phenyl-propyl]carbamate CC1(CC(CN1)CCC(C1=CC=CC=C1)NC(OCC1=CC=CC=C1)=O)C